[NH4+].[N+](=O)([O-])[O-] nitric acid, ammonium salt